3-(4-((6-ammonio-6-carboxy-5,6,7,8-tetrahydronaphthalene-2-yl)oxy)phenyl)pyridine-1-ium chloride [Cl-].[NH3+]C1(CC=2C=CC(=CC2CC1)OC1=CC=C(C=C1)C=1C=[NH+]C=CC1)C(=O)O.[Cl-]